BrC=1C=CC=2N(C1)C(=CN2)C 6-bromo-3-methylimidazo[1,2-a]pyridine